4-(dimethoxymethyl)-1-(4-((1S,2R,3R)-6-methoxy-3-methyl-2-phenyl-1,2,3,4-tetrahydronaphthalen-1-yl)phenyl)piperidine COC(C1CCN(CC1)C1=CC=C(C=C1)[C@@H]1[C@@H]([C@@H](CC2=CC(=CC=C12)OC)C)C1=CC=CC=C1)OC